CCCCCCCCCCCCCCC[C@H](CC(=O)SCCNC(=O)CCNC(=O)[C@@H](C(C)(C)COP(=O)(O)OP(=O)(O)OC[C@@H]1[C@H]([C@H]([C@@H](O1)N2C=NC3=C(N=CN=C32)N)O)OP(=O)(O)O)O)O The molecule is a 3-hydroxy fatty acyl-CoA that results from the formal condensation of the thiol group of coenzyme A with the carboxy group of (R)-3-hydroxystearic acid. It is a (R)-3-hydroxyacyl-CoA, a 3-hydroxy fatty acyl-CoA, a long-chain fatty acyl-CoA and an 11,12-saturated fatty acyl-CoA. It is a conjugate acid of a (R)-3-hydroxystearoyl-CoA(4-).